5-(8-((1S,2S)-2-(2-(trifluoromethyl)benzo[d]thiazol-6-yl)cyclopropyl)imidazo[1,2-b]pyridazin-6-yl)pyrimidine-2,4(1H,3H)-dione FC(C=1SC2=C(N1)C=CC(=C2)[C@@H]2[C@H](C2)C=2C=1N(N=C(C2)C=2C(NC(NC2)=O)=O)C=CN1)(F)F